N-[1-(5-Chlorothiophen-2-ylmethyl)-2,3-dihydro-1H-indol-5-yl]-4-fluorobenzamide ClC1=CC=C(S1)CN1CCC2=CC(=CC=C12)NC(C1=CC=C(C=C1)F)=O